2-{3-[(3R)-3-(tert-butylamino)pyrrolidin-1-yl]-1,2,4-triazin-6-yl}-5-(1H-pyrazol-4-yl)phenol dihydrochloride Cl.Cl.C(C)(C)(C)N[C@H]1CN(CC1)C=1N=NC(=CN1)C1=C(C=C(C=C1)C=1C=NNC1)O